C(=O)(O)[C@H](CC(=O)C1=CC2=C(S1)C(=C(C=C2Cl)OC)Cl)C 2-((S)-3-carboxybutanoyl)-4,7-dichloro-6-methoxybenzo[b]thiophen